BrC[C@@H]1CN(CC1)C(=O)OC(C)(C)C tert-butyl (S)-3-(bromomethyl)pyrrolidine-1-carboxylate